C(C)(=O)N1[C@H]2COC[C@@H]1CN(C2)C2=NN=C(S2)C=2C(=CC(=NC2)C2=CC=C1N2N=CC(=C1)C#N)NC1CCOCC1 7-(5-(5-((1R,5S)-9-acetyl-3-oxa-7,9-diazabicyclo[3.3.1]nonan-7-yl)-1,3,4-thiadiazol-2-yl)-4-((tetrahydro-2H-pyran-4-yl)amino)pyridin-2-yl)pyrrolo[1,2-b]pyridazine-3-carbonitrile